N-[2-chloro-4-(trifluoromethyl)phenyl]-2-iodo-acetamide ClC1=C(C=CC(=C1)C(F)(F)F)NC(CI)=O